C1N(CC12CCNCC2)CCNC=2C=NC1=CC=C(C=C1C2)C=2N=CNC2C2=NC(=CC=C2)C N-[2-(2,7-diazaspiro[3.5]nonan-2-yl)ethyl]-6-[5-(6-methyl-2-pyridyl)-1H-imidazol-4-yl]quinolin-3-amine